(4-ethoxyphenyl)picolinohydrazide C(C)OC1=CC=C(C=C1)C=1C(=NC=CC1)C(=O)NN